N-{[6-(4-chlorophenyl)-2-(3-fluorophenyl)-3-oxo-2,3-dihydropyridazin-4-yl]carbonyl}-L-serine methyl ester COC([C@@H](NC(=O)C=1C(N(N=C(C1)C1=CC=C(C=C1)Cl)C1=CC(=CC=C1)F)=O)CO)=O